tert-butyl N-[(1S)-1-methyl-2,3-dioxo-3-pyrazin-2-yl-propyl]carbamate tert-butyl-N-[(1S)-2-hydroxy-1-methyl-3-oxo-3-pyrazin-2-yl-propyl]carbamate C(C)(C)(C)OC(N[C@H](C(C(C1=NC=CN=C1)=O)O)C)=O.C[C@@H](C(C(C1=NC=CN=C1)=O)=O)NC(OC(C)(C)C)=O